2-(4-isopropyl-5-(8-methoxy-[1,2,4]triazolo[1,5-a]pyridin-6-yl)-1H-pyrazol-3-yl)-N,N-bis(4,4,4-trifluorobutyl)-4,5,6,7-tetrahydrobenzo[d]thiazol-6-amine C(C)(C)C=1C(=NNC1C=1C=C(C=2N(C1)N=CN2)OC)C=2SC1=C(N2)CCC(C1)N(CCCC(F)(F)F)CCCC(F)(F)F